diadamantyl-phosphine C12(CC3CC(CC(C1)C3)C2)PC23CC1CC(CC(C2)C1)C3